9,9'-(2-(4-(2,6-bis(methyl-d3)phenyl-3,4,5-d3)-6-(9H-carbazol-9-yl-d8)-1,3,5-triazin-2-yl)-1,3-phenylene)bis(9H-carbazol-1,2,3,4,5,6,7,8-d8) C(C1=C(C(=C(C(=C1[2H])[2H])[2H])C([2H])([2H])[2H])C1=NC(=NC(=N1)N1C2=C(C(=C(C(=C2C=2C(=C(C(=C(C12)[2H])[2H])[2H])[2H])[2H])[2H])[2H])[2H])C1=C(C=CC=C1N1C2=C(C(=C(C(=C2C=2C(=C(C(=C(C12)[2H])[2H])[2H])[2H])[2H])[2H])[2H])[2H])N1C2=C(C(=C(C(=C2C=2C(=C(C(=C(C12)[2H])[2H])[2H])[2H])[2H])[2H])[2H])[2H])([2H])([2H])[2H]